(S)-p-tolyl ((5-fluoro-2-(2-methoxy-7-methylquinoxalin-5-yl)-7,8-dihydrobenzofuro[5,4-d]thiazol-7-yl)methyl)carbamate FC1=CC=2N=C(SC2C=2C[C@H](OC21)CNC(OC2=CC=C(C=C2)C)=O)C2=C1N=CC(=NC1=CC(=C2)C)OC